C(CC)C1CCC=2N(C1)C=C(N2)C(=O)O 6-propyl-5,6,7,8-tetrahydroimidazo[1,2-a]pyridine-2-carboxylic acid